Bis-Maleimide C1=CC(=CC=C1CC2=CC=C(C=C2)N3C(=O)C=CC3=O)N4C(=O)C=CC4=O